[5-({7-[5-(methoxymethyl)pyridin-3-yl]-5H,6H,7H,8H-pyrido[3,4-d]pyrimidin-2-yl}amino)-2-(oxan-4-yl)phenyl]methanol hydrochloride Cl.COCC=1C=C(C=NC1)N1CC=2N=C(N=CC2CC1)NC=1C=CC(=C(C1)CO)C1CCOCC1